4-((4-(7-Cyano-3,4-dihydroisoquinolin-2(1H)-yl)butyl)amino)-N,N-dimethyl-2,2-diphenylbutanamide C(#N)C1=CC=C2CCN(CC2=C1)CCCCNCCC(C(=O)N(C)C)(C1=CC=CC=C1)C1=CC=CC=C1